COC1=CC=C(C=C1)C1=C(C(NC(N1)=S)=O)C#N 6-(4-methoxyphenyl)-5-cyano-2-thiouracil